NC=1C(=NC=C(C1)C1CC1)C(=O)C1=C2C=NNC2=CC=C1 (3-Amino-5-cyclopropyl-2-pyridyl)-(1H-indazol-4-yl)methanone